4-(((4-oxo-4-(4-(5-(trifluoromethyl)pyrimidin-2-yl)piperazin-1-yl)butan-2-yl)amino)methyl)-6-(prop-1-yn-1-yl)phthalazin-1(2H)-one O=C(CC(C)NCC1=NNC(C2=CC=C(C=C12)C#CC)=O)N1CCN(CC1)C1=NC=C(C=N1)C(F)(F)F